S(=O)(=O)([O-])C1=CC=C(C)C=C1.[Zn+2].S(=O)(=O)([O-])C1=CC=C(C)C=C1 zinc (II) tosylate